(R)-2-Fluorostyrene oxide FC1=C([C@@H]2CO2)C=CC=C1